(Z)-6-nonen-1-aldehyde C(CCCC\C=C/CC)=O